CN1N=C2C(=CC(=CC2=C1)N=C(C1=CC=CC=C1)C1=CC=CC=C1)C(F)(F)F N-(2-methyl-7-(trifluoromethyl)-2H-indazol-5-yl)-1,1-diphenylmethanimine